N-(3-Fluoro-5-((3-fluorophenoxy)methyl)-2-methoxyphenyl)-5-oxopyrrolidine-2-carboxamide FC=1C(=C(C=C(C1)COC1=CC(=CC=C1)F)NC(=O)C1NC(CC1)=O)OC